(E)-4-(dimethylamino)but-2-eneN CN(CC=C=C)C